1-ethyl-6-fluoro-7-piperazin-1-yl-3-(4-hydroxy-cinnamoyl)-quinolin-4(1H)-one C(C)N1C=C(C(C2=CC(=C(C=C12)N1CCNCC1)F)=O)C(C=CC1=CC=C(C=C1)O)=O